4-bromo-3,3'-bipyridine BrC1=C(C=NC=C1)C=1C=NC=CC1